BrC=1C=NC(=NC1)NC(C(=O)O)CCN(CCCCC1=NC=2NCCCC2C=C1)CCOC1=CC=C(C=C1)F 2-((5-bromopyrimidin-2-yl)amino)-4-((2-(4-fluorophenoxy)ethyl)(4-(5,6,7,8-tetrahydro-1,8-naphthyridin-2-yl)butyl)amino)butanoic acid